2-O-glyceryl-3-O-(2-hydroxyisobutyl)ascorbic acid C(C(O)CO)OC=1C(=O)O[C@@H](C1OCC(C)(C)O)[C@@H](O)CO